COC(C=O)=O 2-oxoacetic acid methyl ester